Cl.ClC=1C=C(C(=C(C1)C1=NC=NN2C1=CC(=C2)CN2C(C1C(C1C2=O)(C)C)=O)OC(C)C2CCNCC2)C 3-((4-(5-chloro-3-methyl-2-(1-(piperidin-4-yl)ethoxy)phenyl)pyrrolo[2,1-f][1,2,4]triazin-6-yl)methyl)-6,6-dimethyl-3-azabicyclo[3.1.0]hexane-2,4-dione hydrochloride